3-ethyl-1-methyl-1H-imidazolium 1-[2-[(1-oxo-2-propen-1-yl)oxy]ethyl]1,2-benzenedicarboxylate O=C(C=C)OCCC1(C(C=CC=C1)C(=O)[O-])C(=O)[O-].C(C)[N+]1=CN(C=C1)C.C(C)[N+]1=CN(C=C1)C